5-(4-(di-p-tolylamino)phenyl)thiophene-2-carboxaldehyde C1(=CC=C(C=C1)N(C1=CC=C(C=C1)C1=CC=C(S1)C=O)C1=CC=C(C=C1)C)C